ClC1=CC=C2C(=CC(=NC2=C1Cl)N1[C@@H](CCC1)COCCC(=O)O)N1C[C@@H](CC1)O 3-(((S)-1-(7,8-dichloro-4-((R)-3-hydroxypyrrolidin-1-yl)quinolin-2-yl)pyrrolidin-2-yl)methoxy)propionic acid